C(C)(C)(C)N(C(O)=O)CCOCCOCCNC(C1=CC=C(C=C1)CCl)=O.C(C)OC(OCC)(OCC)[SiH3] triethoxyMethylsilane tert-butyl-(2-(2-(2-(4-(chloromethyl)benzamido)ethoxy)ethoxy)ethyl)carbamate